4-(2-oxo-1-pyrrolidinyl)phenyl-boronic acid pinacol ester O=C1N(CCC1)C1=CC=C(C=C1)B1OC(C)(C)C(C)(C)O1